1-(1-benzylpyrrolidin-3-yl)-5-methoxy-1H-indole C(C1=CC=CC=C1)N1CC(CC1)N1C=CC2=CC(=CC=C12)OC